5-((5-(4-hydroxypiperidin-1-yl)pyridin-2-yl)amino)-7-isopropyl-3-(4-methoxybenzyl)pyrido[2,3-d]pyrimidin-4(3H)-one OC1CCN(CC1)C=1C=CC(=NC1)NC1=CC(=NC=2N=CN(C(C21)=O)CC2=CC=C(C=C2)OC)C(C)C